1-(4-methoxyphenyl)-2,2-dimethylbut-3-en-1-one COC1=CC=C(C=C1)C(C(C=C)(C)C)=O